(2S)-2-(8-benzoyl-3,8-diazabicyclo[3.2.1]oct-3-carbonyl)pyrrolidine-1-carboxylic acid tert-butyl ester C(C)(C)(C)OC(=O)N1[C@@H](CCC1)C(=O)N1CC2CCC(C1)N2C(C2=CC=CC=C2)=O